(1-((benzyloxy)methyl)-2-bromocyclopropane-1,2-diyl)bis(methylene) diacetate C(C)(=O)OCC1(C(C1)(Br)COC(C)=O)COCC1=CC=CC=C1